Cl.C1=C(C=CC2=CC=CC=C12)NN naphthalen-2-ylhydrazine HCl